COC(=O)C=1C=C2C=CC(=NC2=CC1)C1CCC(CC1)=O 2-(4-Oxocyclohexyl)quinoline-6-carboxylic acid methyl ester